C(C1=CC=CC=C1)OC1=CC=C(OC=2C(=NC=C(C2)Br)CN)C=C1 [3-(4-benzyloxyphenoxy)-5-bromo-2-pyridyl]methanamine